methyl cis-2-(((cis-4-(3-hydroxyphenyl)cyclohexyl)oxy)-methyl)-3-((methylsulfonyl)amino)piperidine-1-carboxylate OC=1C=C(C=CC1)[C@H]1CC[C@H](CC1)OC[C@@H]1N(CCC[C@@H]1NS(=O)(=O)C)C(=O)OC